(2S)-2-[[5-[3-(difluoromethyl)-1,2,4-oxadiazol-5-yl]-2-(4-methylsulfonylanilino)-pyrimidin-4-yl]amino]-2-phenyl-ethanol FC(C1=NOC(=N1)C=1C(=NC(=NC1)NC1=CC=C(C=C1)S(=O)(=O)C)N[C@H](CO)C1=CC=CC=C1)F